7-[[4-[[(1S)-2-hydroxy-1-phenyl-ethyl]amino]-5-(1H-tetrazol-5-yl)pyrimidin-2-yl]amino]-2-methyl-1,4-dihydroisoquinolin-3-one OC[C@H](C1=CC=CC=C1)NC1=NC(=NC=C1C1=NN=NN1)NC1=CC=C2CC(N(CC2=C1)C)=O